7-{4-[4-(benzyloxy)phenyl]piperidin-1-yl}-4-methyl-1-{[2-(trimethylsilyl)ethoxy]methyl}-1H-indole-3-carbonitrile C(C1=CC=CC=C1)OC1=CC=C(C=C1)C1CCN(CC1)C=1C=CC(=C2C(=CN(C12)COCC[Si](C)(C)C)C#N)C